C(C)(C)(C)OC(=O)N1CCN(CC1)C1=C(C(=NC2=C(C=CC=C12)OC1=NC(=NC=C1C)N)C1=C2CCN(CC2=CC=C1)C)C#N 4-(8-((2-amino-5-methylpyrimidin-4-yl)oxy)-3-cyano-2-(2-methyl-1,2,3,4-tetrahydroisoquinolin-5-yl)quinolin-4-yl)piperazine-1-carboxylic acid tert-butyl ester